C(C)(C)N(C(OC(C=1N(C(=C(N1)C)S(=O)C)COCC[Si](C)(C)C)C1=CC(=C(C=C1)F)Cl)=O)C(C)C (3-chloro-4-fluorophenyl)(4-methyl-5-(methylsulfinyl)-1-((2-(trimethylsilyl)ethoxy)methyl)-1H-imidazol-2-yl)methyl diisopropylcarbamate